4-chloro-6-cyclopropoxy-2-(4-(5-(difluoromethoxy)-1-(hydroxymethyl)-4-oxo-3,4-dihydropyrido[3,4-d]pyridazin-7-yl)-1-(difluoromethyl)-1H-pyrazol-5-yl)-3-fluorobenzonitrile ClC1=C(C(=C(C#N)C(=C1)OC1CC1)C1=C(C=NN1C(F)F)C1=CC2=C(C(NN=C2CO)=O)C(=N1)OC(F)F)F